5-chloro-8-hydroxy-3-methyl-N-[(2S)-1-(methylamino)-1-oxo-3-phenylpropan-2-yl]-1-oxo-3,4-dihydroisochromene-7-carboxamide ClC1=C2CC(OC(C2=C(C(=C1)C(=O)N[C@H](C(=O)NC)CC1=CC=CC=C1)O)=O)C